COC(\C=C\CC[C@@H](C(=O)NC=1C(N(C=CC1)CC(=O)NC12CC(C1)C2)=O)NC(=O)C2=NOC(=N2)C)=O (S,E)-Methyl-7-(1-(2-(bicyclo[1.1.1]pentan-1-ylamino)-2-oxoethyl)-2-oxo-1,2-dihydropyridin-3-ylamino)-6-(5-methyl-1,2,4-oxadiazol-3-carboxamido)-7-oxohept-2-enoat